ClC=1C=C(C(=NC1)N1C(C(N(C(C1)=O)CC1=CC=C(C=C1)C(F)F)C1CC(C1)OC)=O)F 1-(5-chloro-3-fluoropyridin-2-yl)-4-(4-(difluoromethyl)benzyl)-3-((1r,3r)-3-methoxycyclobutyl)piperazine-2,5-dione